3-chloro-N-(p-tolyl)propanamide ClCCC(=O)NC1=CC=C(C=C1)C